C(C)(C)(C)OC(=O)N1C[C@H](CC1)N1N=CC(=C1)C(N[C@H]1C[C@H](CCC1)NC1=CC(=NC2=CC=C(C=C12)Cl)C(F)(F)F)=O.C(CCCCCCCCCCCCCCC)[N+]1=C(NC=C1)C hexadecyl-methylimidazolium tert-butyl-(3S)-3-(4-{[(1R,3S)-3-{[6-chloro-2-(trifluoromethyl)quinolin-4-yl]amino}cyclohexyl]carbamoyl}-1H-pyrazol-1-yl)pyrrolidine-1-carboxylate